2-((5S,7S)-7-cyclohexyl-9-methoxy-2-methyl-3-oxo-2,3,5,7-tetrahydrobenzo[5,6]oxepino[4,3-c]pyridin-5-yl)-N-ethylacetamide C1(CCCCC1)[C@H]1C2=C(C3=CN(C(C=C3[C@@H](O1)CC(=O)NCC)=O)C)C=CC(=C2)OC